FC=1C=C(C(=O)N)C=C(C1)OC[C@@H]1CC[C@H](CC1)C(=O)N1OCC[C@H]1C1=NC=CN=C1 trans-3-fluoro-5-[[4-[(3S)-3-pyrazin-2-ylisoxazolidine-2-carbonyl]cyclohexyl]methoxy]benzamide